COC(CC1=NC(=NC(=C1C1OCCO1)N[C@H](C)C1=C(C(=CC=C1)C(F)F)F)C)=O (R)-2-(6-((1-(3-(difluoromethyl)-2-fluorophenyl)ethyl)amino)-5-(1,3-dioxolan-2-yl)-2-methylpyrimidin-4-yl)-acetic acid methyl ester